FC1=CC=C(C=C1)C1CC(=NN1)C1=CC=C(OC2=CC(=NC=C2)C(=O)NC)C=C1 4-(4-(5-(4-Fluorophenyl)-4,5-dihydro-1H-pyrazol-3-yl)phenoxy)-N-methylpicolinamide